C(C)(C)C1=C(NC2=CC=C(C=C12)C1CCN(CC1)C1COC1)C=1C=C(C=2N(C1)C=CN2)C 6-(3-isopropyl-5-(1-(oxetan-3-yl)piperidin-4-yl)-1H-indol-2-yl)-8-methylimidazo[1,2-a]pyridine